ClC1=NC(=C(C(=N1)N1[C@@H](COCC1)C)Cl)CS(=O)C (3R)-4-[2,5-dichloro-6-(methylsulfinylmethyl)pyrimidin-4-yl]3-methylmorpholine